C(C)(C)(C)NC1=NC(=NC(=N1)NCC)Cl N2-tert-butyl-6-chloro-N4-ethyl-1,3,5-triazine-2,4-diamine